ClC=1C=C(C=CC1OCOC)B(O)O (3-chloro-4-(methoxymethoxy)phenyl)boronic acid